OC[C@H](CC1=CC=CC=C1)NC(CCC1=NC=2C(=NC=CC2)N1CC1=CC=C(C=C1)OC(F)(F)F)=O N-((S)-1-Hydroxymethyl-2-phenyl-ethyl)-3-[3-(4-trifluoromethoxy-benzyl)-3H-imidazo[4,5-b]pyridin-2-yl]-propionamide